tert-Butyl (S)-(1-(3-(4-chloro-3-(N-(4-methoxybenzyl)methylsulfonamido)-1-methyl-1H-indazol-7-yl)-7-fluoro-4-oxo-3,4-dihydroquinazolin-2-yl)-2-(3,5-difluorophenyl)ethyl)carbamate ClC1=C2C(=NN(C2=C(C=C1)N1C(=NC2=CC(=CC=C2C1=O)F)[C@H](CC1=CC(=CC(=C1)F)F)NC(OC(C)(C)C)=O)C)N(S(=O)(=O)C)CC1=CC=C(C=C1)OC